C1(CC1)S(=O)(=O)N[C@@H]1[C@@H](N(CC1(F)F)C(=O)N(C)C)CC=1C(=C(C=CC1)C1=CC(=CC=C1)C)F (2S,3R)-3-[(cyclopropanesulfonyl)amino]-4,4-difluoro-2-[(2-fluoro-3'-methyl[1,1'-biphenyl]-3-yl)methyl]-N,N-dimethylpyrrolidine-1-carboxamide